4-((2-((1-((2S,3S)-1-Methyl-5-oxo-2-(pyridin-3-yl)pyrrolidin-3-yl)-1-oxo-5,8,11,14-tetraoxa-2-azahexadecan-16-yl)amino)-3,4-dioxocyclobut-1-en-1-yl)amino)butanoic acid CN1[C@@H]([C@H](CC1=O)C(NCCOCCOCCOCCOCCNC1=C(C(C1=O)=O)NCCCC(=O)O)=O)C=1C=NC=CC1